CC1=CC=C(C=C1)S(=O)(=O)[O-].C(C)(=O)C1=C(C=C(C=C1)SC1=CC=C(C=C1)[S+](C1=CC=C(C=C1)SC1=CC(=C(C=C1)C(C)=O)C)C1=CC=C(C=C1)SC1=CC(=C(C=C1)C(C)=O)C)C tris[4-(4-acetyl-3-methylphenylthio)phenyl]sulfonium p-toluenesulfonate